t-butyl 5'-methyl (5R,5'S)-6-oxo-7,8-dihydrospiro[imidazo[1,2-a]pyrazine-5,3'-pyrrolidine]-1',5'-dicarboxylate O=C1NCC=2N(C=CN2)[C@]12CN([C@@H](C2)C(=O)OC)C(=O)OC(C)(C)C